CN(C=1SC2=C(N1)SC(=N2)C2=C(C=C(C=C2)C=2C=NNC2)O)C2CCNCC2 2-{5-[Methyl(piperidin-4-yl)amino][1,3]thiazolo[5,4-d][1,3]thiazol-2-yl}-5-(1H-pyrazol-4-yl)phenol